5-(1H-indazol-3-yl)-2-morpholinobenzo[d]oxazole N1N=C(C2=CC=CC=C12)C=1C=CC2=C(N=C(O2)N2CCOCC2)C1